1-((2-(3,8-diazabicyclo[3.2.1]octan-3-yl)-7-(1-methyl-1H-pyrazol-3-yl)benzo[d]oxazol-4-yl)oxy)-1,1-difluoro-2-methylpropan-2-ol C12CN(CC(CC1)N2)C=2OC1=C(N2)C(=CC=C1C1=NN(C=C1)C)OC(C(C)(O)C)(F)F